N1(N=CC=C1)CC1=CC2=C(C(=NO2)N)C(=C1)Cl 6-((1H-pyrazol-1-yl)methyl)-4-chlorobenzo[d]isoxazol-3-amine